2-[(2S)-4-[7-(8-bromo-1-naphthyl)-2-chloro-6,8-dihydro-5H-pyrido[3,4-d]pyrimidin-4-yl]-1-prop-2-enoyl-piperazin-2-yl]acetonitrile BrC=1C=CC=C2C=CC=C(C12)N1CC=2N=C(N=C(C2CC1)N1C[C@@H](N(CC1)C(C=C)=O)CC#N)Cl